COC1=NC=C(C(=N1)OC)C=1C=C(C=2N(N1)C=CN2)[C@@H]2[C@H](C2)C2=CC=C(C=C2)OC(F)(F)F 6-(2,4-dimethoxypyrimidin-5-yl)-8-((1S,2S)-2-(4-(trifluoromethoxy)phenyl)cyclopropyl)imidazo[1,2-b]pyridazine